ClC1=CC=C(C(=N1)C(F)(F)F)CC(C(=O)O)(F)F 6-chloro-α,α-difluoro-2-(trifluoromethyl)-3-pyridinepropionic acid